(tert-butyl 4-((7-methyl-[1,2,4]triazolo[1,5-a]pyridin-6-yl) ethynyl)-2-(1,4-dioxaspiro[4.5]dec-8-yl) thiazol-5-yl) carbamate C(N)(OC1=C(N=C(S1C(C)(C)C)C1CCC2(OCCO2)CC1)C#CC=1C(=CC=2N(C1)N=CN2)C)=O